bis(cyclohexylmethylcyclopentadienyl)zirconium C1(CCCCC1)CC1(C=CC=C1)[Zr]C1(C=CC=C1)CC1CCCCC1